methyl-1H,1'H-[3,4'-bipyrazole] CN1N=C(C=C1)C=1C=NNC1